[(2R,3R,4R,5R)-2,3,4,5,6-pentahydroxyhexyl] benzoate C(C1=CC=CC=C1)(=O)OC[C@H]([C@H]([C@@H]([C@@H](CO)O)O)O)O